3-trifluoroacetoxydodecane FC(C(=O)OC(CC)CCCCCCCCC)(F)F